ClC=1C=C2C(=NC(=NC2=C(C1C1=C2C(=NNC2=CC=C1C)C)F)OC[C@H]1N(CCC1)C)N1CC2(CN(C2C)C(C=C)=O)CC1 1-(6-(6-chloro-7-(3,5-dimethyl-1H-indazol-4-yl)-8-fluoro-2-(((S)-1-methylpyrrolidin-2-yl)methoxy)quinazolin-4-yl)-1-methyl-2,6-diazaspiro[3.4]octan-2-yl)prop-2-en-1-one